FC1=C(C=CC=C1)C1=NN2C(C=NCC2)=C1C1=CC=NC=C1 2-(2-fluorophenyl)-3-(pyridin-4-yl)-6,7-dihydropyrazolo[1,5-a]pyrazin